C1(=CC=CC=C1)C(=NNC)C1=CC=CC=C1 1-(Diphenylmethylidene)-2-methylhydrazine